2-(8-methoxy-2,4-dioxo-2H-pyrido[2,3-e][1,3]oxazin-3(4H)-yl)-N'-methylpropanehydrazide COC1=CC=NC=2C(N(C(OC21)=O)C(C(=O)NNC)C)=O